2-[3'-(9-phenyl-9H-carbazol-3-yl)-1,1'-biphenyl-3-yl]dibenzo[f,H]quinoxaline C1(=CC=CC=C1)N1C2=CC=CC=C2C=2C=C(C=CC12)C=1C=C(C=CC1)C1=CC(=CC=C1)C1=NC2=C3C(=C4C(=C2N=C1)C=CC=C4)C=CC=C3